ClC1=NC2=CC=C(C=C2C=C1C=NSC(C)(C)C)Cl N-((2,6-dichloroquinoline-3-yl)methylene)-2-methylpropane-2-sulfenamide